tert-Butyl ((3S,4R)-1-(2-chloro-5-((tetrahydro-2H-pyran-4-yl)ethanyl)pyridin-4-yl)-4-methylpiperidin-3-yl)carbamate ClC1=NC=C(C(=C1)N1C[C@H]([C@@H](CC1)C)NC(OC(C)(C)C)=O)CCC1CCOCC1